CN1N=C(C2=CC=C(C=C12)C1=NOC(=N1)C1CCN(CC1)C(=O)[C@@H]1CC(N(C1)C1=CC=CC=C1)=O)C (R)-4-(4-(3-(1,3-dimethyl-1H-indazol-6-yl)-1,2,4-oxadiazol-5-yl)piperidine-1-carbonyl)-1-phenylpyrrolidin-2-one